4-methyl-benzo[c]selenophen CC1=CC=CC2=C[Se]C=C21